IC=1C=C(C=CC1)C1C(NC(CC1)=O)=O 3-(3-iodophenyl)piperidine-2,6-dione